C1CCC12C(CCC2)C(=O)O spiro[3.4]octane-5-carboxylic acid